N-((3R,4S)-4-((7-(2,6-difluoro-3,5-dimethoxyphenyl)-5-(4-methoxy-4-methylpiperidin-1-yl)-2,6-naphthyridin-3-yl)amino)tetrahydrofuran-3-yl)acrylamide FC1=C(C(=C(C=C1OC)OC)F)C1=NC(=C2C=C(N=CC2=C1)N[C@H]1[C@H](COC1)NC(C=C)=O)N1CCC(CC1)(C)OC